C(C1=CC=CC=C1)(=O)ON=C(C=O)CC 1,2-butanedione 2-(O-benzoyloxime)